4-((3,4-dichloro-2-fluorophenyl)amino)-7-methoxy-6-(piperidin-4-yloxy)-quinoline-3-carbonitrile ClC=1C(=C(C=CC1Cl)NC1=C(C=NC2=CC(=C(C=C12)OC1CCNCC1)OC)C#N)F